The molecule is semisynthetic derivative of erythromycin A. It has a role as an antibacterial drug. It is an erythromycin derivative, a macrolide and a semisynthetic derivative. It derives from an erythromycin A. CC[C@@H]1[C@@]([C@@H]([C@H](/C(=N/OCOCCOC)/[C@@H](C[C@@]([C@@H]([C@H]([C@@H]([C@H](C(=O)O1)C)O[C@H]2C[C@@]([C@H]([C@@H](O2)C)O)(C)OC)C)O[C@H]3[C@@H]([C@H](C[C@H](O3)C)N(C)C)O)(C)O)C)C)O)(C)O